[O-]C(=O)C(O)C(O)C(=O)O.OCC[N+](C)(C)C Choline bitartrate salt